2-(4-Methoxyphenoxy)ethyl 2-[1-[(2,3-difluorophenyl)methyl]-5-oxopyrrolidin-2-yl]acetate FC1=C(C=CC=C1F)CN1C(CCC1=O)CC(=O)OCCOC1=CC=C(C=C1)OC